Ethyl 3-(7-{[(2S)-2-cyclopropyl-7-hydroxy-2,3-dihydropyrido[2,3-f][1,4]oxazepin-4(5H)-yl]methyl}-1-benzothiophen-5-yl)-3-(1,4-dimethyl-1H-benzotriazol-5-yl)propanoate C1(CC1)[C@@H]1OC2=C(CN(C1)CC1=CC(=CC=3C=CSC31)C(CC(=O)OCC)C3=C(C1=C(N(N=N1)C)C=C3)C)N=C(C=C2)O